O[C@@H]1C[C@@]2([C@@H](C[C@H]3[C@@H]4CC[C@H]([C@@H](CCCC(C)C)C)[C@]4(CC[C@@H]3[C@]2(CC1)C)C)O)O 3β,5α,6β-Trihydroxycholestan